CC=1C=C(C(=O)C2=C(C(=C3C=CC=CN23)N2C(C=CC=C2)=O)C=2C=C(C=CC2)C)C=CC1 1-(3-(3-methylbenzoyl)-2-(m-tolyl)indolizin-1-yl)pyridin-2(1H)-one